Tetrahydronaphthylpropylaminomethylpiperidine C1(CCCC2=CC=CC=C12)CCCNCN1CCCCC1